1,3,6,9-tetramethylcarbazole CC1=CC(=CC=2C3=CC(=CC=C3N(C12)C)C)C